C(C)(=O)OC1=C(C(=O)O)C=CC(=C1)NC(=O)OC(C)(C)C Acetyloxy-4-((tert-Butoxycarbonyl)amino)benzoic acid